BrCC=1C=CC(=NC1)C(=O)OCC Ethyl 5-(bromomethyl)picolinate